(7S)-16-bromo-14-fluoro-5-oxa-2,10,18-triazatetracyclo[8.8.0.02,7.012,17]octadeca-1(18),12(17),13,15-tetraen-11-one BrC1=CC(=CC=2C(N3CC[C@H]4COCCN4C3=NC12)=O)F